benzyl (1aS,3S,6S,8aR,9aR)-3-((tert-butoxycarbonyl) amino)-4-oxodecahydrooxireno[2,3-d]pyrrolo[1,2-a]azocine-6-carboxylate C(C)(C)(C)OC(=O)N[C@H]1C[C@H]2[C@@H](C[C@@H]3N(C1=O)[C@@H](CC3)C(=O)OCC3=CC=CC=C3)O2